8-chloro-N-cyclopentyl-5-oxo-1-thioxo-4,5-dihydro-1H-thiazolo[3,4-a]quinazoline-3-carboxamide ClC1=CC=C2C(NC=3N(C2=C1)C(SC3C(=O)NC3CCCC3)=S)=O